O=C1NC(CCC1N1C(C2=CC=CC(=C2C1=O)CCCOCCOCCOC=1C=CC=CC1)=O)=O 5-[2-(2-{3-[2-(2,6-dioxoPiperidin-3-yl)-1,3-dioxo-2,3-dihydro-1H-isoindol-4-yl]-propoxy}-ethoxy)-ethoxy]-benzene